C(C)(=O)NC=1N=C2N(N=C(C=C2)C=2C=NC(=C(C(=O)N[C@H](C)C3=C(C=CC(=C3)OC(F)(F)F)F)C2)C)C1 (R)-5-(2-acetamidoimidazo[1,2-b]pyridazin-6-yl)-N-(1-(2-fluoro-5-(trifluoromethoxy)phenyl)ethyl)-2-methylnicotinamide